3,5-dichloro-N-cyclopentylaniline ClC=1C=C(NC2CCCC2)C=C(C1)Cl